2-{[(2S)-1,4-dioxan-2-yl]methyl}-N-{[(2S)-oxolane-2-yl]methyl}-8-(trifluoromethyl)-4,5-dihydro-2H-furo[2,3-g]indazole-7-carboxamide O1[C@H](COCC1)CN1N=C2C3=C(CCC2=C1)OC(=C3C(F)(F)F)C(=O)NC[C@H]3OCCC3